ClC1=CC(=C(C=N1)C1=NC=C(C=C1)S(=O)(=O)C)NCC[C@@H](C)O (R)-4-((6'-chloro-5-(methylsulfonyl)-[2,3'-bipyridin]-4'-yl)amino)butan-2-ol